2,6-di-tert-butylamino-p-cresol C(C)(C)(C)NC1=CC(=CC(=C1O)NC(C)(C)C)C